N,N,N-trimethyl-3-[(1-oxo-2-propen-1-yl)oxy]-1-propanaminium hydroxide [OH-].C[N+](CCCOC(C=C)=O)(C)C